BrC=1C=C(CN2C(N(CCC2)C=2SC(=C(N2)C)S(=O)(=O)N)=O)C=CC1 2-(3-(3-bromobenzyl)-2-oxotetrahydropyrimidin-1(2H)-yl)-4-methylthiazole-5-sulfonamide